5-(benzyl-(methyl)amino)-2-(1-methyl-1H-imidazol-5-yl)-4,5,6,7-tetrahydro-2H-indazol-3-ol C(C1=CC=CC=C1)N(C1CC2=C(N(N=C2CC1)C1=CN=CN1C)O)C